CNC(C1=CC(=CC=C1)[C@@H](C)N1C=NC2=CC(=CC=C2C1=O)C1=CC=NN1C)=O (R)-N-Methyl-3-(1-(7-(1-methyl-1H-pyrazol-5-yl)-4-oxoquinazolin-3(4H)-yl)ethyl)benzamide